ClC=1C(=C(C=C(C1)[N+](=O)[O-])NC(OC(C)(C)C)=O)C tert-butyl (3-chloro-2-methyl-5-nitrophenyl)carbamate